ClC1=CC=2OCC(NC2N=C1OC)=O 7-chloro-6-methoxy-2H-pyrido[3,2-b][1,4]oxazin-3(4H)-one